1-(4-fluorophenyl)cyclohexane-1-amine FC1=CC=C(C=C1)C1(CCCCC1)N